C1(CCCCC1)NC(=O)N1C=NC(=C1)C=1C=NC=CC1 N-Cyclohexyl-4-(pyridin-3-yl)-1H-imidazole-1-carboxamide